2,2,2-trichloroethyl ((3S,4R)-1-acetyl-4-aminopyrrolidin-3-yl)carbamate C(C)(=O)N1C[C@@H]([C@@H](C1)N)NC(OCC(Cl)(Cl)Cl)=O